C(C)N(C(C1=C(C=C(C(=C1)C(C)C)O)O)=O)C=1C=C2C(=NC1)N(C=C2)C N-ethyl-2,4-dihydroxy-5-isopropyl-N-(1-methyl-1H-pyrrolo[2,3-b]pyridin-5-yl)benzamide